C(C)OC(\C=C\C1=CC=C(C=C1)C1=NN(C=N1)C1=CC=C(C=C1)OC(F)(F)F)=O.CO\N=C(\C(=O)NC)/C1=C(C=CC=C1)OC1=CC=CC=C1 (2E)-2-methoxyimino-N-methyl-2-(2-phenoxyphenyl)acetamide (E)-ethyl-3-(4-(1-(4-(trifluoromethoxy)phenyl)-1H-1,2,4-triazol-3-yl)phenyl)acrylate